C(#N)C[C@@H]1N(CCN(C1)C1=NC(=NC=2CC3(CCC12)CCCC1=CC=C(C=C13)O)OC[C@H]1N(CCC1)C(C)C)C(=O)OC(C)(C)C tert-Butyl (2S)-2-(cyanomethyl)-4-(7-hydroxy-2'-(((S)-1-isopropylpyrrolidin-2-yl)methoxy)-3,4,5',8'-tetrahydro-2H,6'H-spiro[naphthalene-1,7'-quinazolin]-4'-yl)piperazine-1-carboxylate